2-chloro-6-(4,4,5,5-tetramethyl-1,3,2-dioxaborolan-2-yl)pyridin-3-amine ClC1=NC(=CC=C1N)B1OC(C(O1)(C)C)(C)C